3-(2-ethoxy-4-diethylaminophenyl)-3-(1-ethyl-2-methylindol-3-yl)-4-aza-phthalide C(C)OC1=C(C=CC(=C1)N(CC)CC)C1(OC(=O)C2=CC=CN=C12)C1=C(N(C2=CC=CC=C12)CC)C